NC1=NC=C(C2=C1C=NN2)NC(C(=O)N(CC2=NC=CC=C2C)[C@H](C)C(C)C)=O |o1:23| rel-(R)-N1-(4-amino-1H-pyrazolo[4,3-c]pyridin-7-yl)-N2-(3-methylbutan-2-yl)-N2-((3-methylpyridin-2-yl)methyl)oxalamide